C1(=CC=CC=C1)C1=NC2=CC(=CC=C2C=C1C)N 2-phenyl-3-methyl-7-aminoquinoline